BrC1=C(C=C(C=C1)NC(=O)N1[C@H]2CC=3C(=CNC(C3)=O)[C@@H]1CC2)Cl (6R,9S)-N-(4-bromo-3-chlorophenyl)-3-oxo-3,5,6,7,8,9-hexahydro-2H-6,9-epiminocyclohepta[c]pyridine-10-carboxamide